P(=S)(OC1=CC=C(C=C1)N=C=O)(OC1=CC=C(C=C1)N=C=O)OC1=CC=C(C=C1)N=C=O tris-(p-isocyanatophenyl) thiophosphate